8-(3,5-dichlorophenyl)-4-(dimethylamino)quinoline ClC=1C=C(C=C(C1)Cl)C=1C=CC=C2C(=CC=NC12)N(C)C